OC1=C(C(=CC(=C1)O)CCCC1=CC=CC=C1)C(C=C)=O 1-(2,4-dihydroxy-6-(3-phenylpropyl)phenyl)prop-2-en-1-one